4,6-dichloro-5-azaindole-7-carboxylic acid ClC1=C2C=CNC2=C(C(=N1)Cl)C(=O)O